2,4-dibromo-6-chloro-3-methoxy-5-methylpyridine BrC1=NC(=C(C(=C1OC)Br)C)Cl